CN(C(=O)C=1SC=C(C1)C=1C=NN(C1)C1=CC=CC=C1)C1CCO1 N-methyl-N-(oxetan-4-yl)-4-(1-phenyl-1H-pyrazol-4-yl)thiophene-2-carboxamide